ClC=1C(=NC(=NC1)NC)C1=CC=C2CN(C(C2=C1)=O)[C@@H](C(=O)N[C@H]([C@H](C(F)(F)F)O)C1=CC=CC=C1)C (2R)-2-{6-[5-chloro-2-(methylamino)pyrimidin-4-yl]-1-oxo-2,3-dihydro-1H-isoindol-2-yl}-N-[(1S,2R)-3,3,3-trifluoro-2-hydroxy-1-phenylpropyl]propionamide